ClC=1C=NN(C(C1Cl)=O)CC(=O)NC1=CC(=C(C=C1)C(C)C)S(N(C)C)(=O)=O 2-(4,5-dichloro-6-oxopyridazin-1(6H)-yl)-N-(3-(N,N-dimethylsulfamoyl)-4-isopropylphenyl)acetamide